NC(C(CNC(=O)N1CC(C1)OC=1C=C(OC2=CC=C(C=N2)C(=O)N[C@H](C(=O)OC)CCC(C)(C)C)C=CC1)COCCOCC#C)=O methyl (2S)-2-[[6-[3-[1-[[3-amino-3-oxo-2-(2-prop-2-ynoxyethoxymethyl)propyl]carbamoyl]azetidin-3-yl]oxyphenoxy]pyridine-3-carbonyl]amino]-5,5-dimethyl-hexanoate